C[C@H]1CC[C@@H](NC1)C=1C=CC2=C(N=C(S2)[C@@H]2CN(CCC2)C)C1 5-((2R,5S)-5-methylpiperidin-2-yl)-2-((S)-1-methylpiperidin-3-yl)benzo[d]thiazole